C(CC=CCCCCC)C1SCC(N1)C(=O)OCCOCCOC(=O)C1NC(SC1)CCC=CCCCCC oxybis(ethane-2,1-diyl) bis(2-(non-3-en-1-yl)thiazolidine-4-carboxylate)